[NH+]1=CNC2=C1C=CC=N2 Imidazo-pyridinium